(6-(3-fluoro-2-methylphenyl)-2-((2-(methylamino)ethyl)amino)imidazo[1,2-a]pyridin-3-yl)((1S,2S)-2-fluorocyclopropyl)methanone FC=1C(=C(C=CC1)C=1C=CC=2N(C1)C(=C(N2)NCCNC)C(=O)[C@H]2[C@H](C2)F)C